N-(2-aminophenyl)-4-[[(4-pyridin-3-ylpyrimidin-2-yl)amino]methyl]benzamide NC1=C(C=CC=C1)NC(C1=CC=C(C=C1)CNC1=NC=CC(=N1)C=1C=NC=CC1)=O